(3R,4S)-1-(4-((8-((2S,3R)-3-(((R)-ethylsulfinyl)methyl)-2-methylazetidin-1-yl)-5-isopropylisoquinoline-3-yl)amino)pyrimidin-2-yl)-3-fluoro-3-methylpiperidin-4-ol C(C)[S@@](=O)C[C@H]1[C@@H](N(C1)C=1C=CC(=C2C=C(N=CC12)NC1=NC(=NC=C1)N1C[C@@]([C@H](CC1)O)(C)F)C(C)C)C